N1=CC(=CC=C1)C1=NN=C(O1)C(=O)N1[C@@H](C2=C(CC1)NC=N2)C2=NN1C(C=CC=C1C(F)(F)F)=C2 (S)-(5-(pyridin-3-yl)-1,3,4-oxadiazol-2-yl)(4-(7-(trifluoromethyl)pyrazolo[1,5-a]pyridin-2-yl)-6,7-dihydro-1H-imidazo[4,5-c]pyridin-5(4H)-yl)methanone